CC=1C2=C(NC(CN1)=O)C=CC=C2 5-methyl-1H-benzo[E][1,4]diazepine-2(3H)-one